C(C(=C)C)(=O)OC1=CC=C(C[C@@H](C(=O)O)N)C=C1OC(C(=C)C)=O DOPA dimethacrylate